[Au].[Cu].[Co] cobalt-copper-gold